methyl 3,5-diamino-6-chloropyrazine-2-carboxylate NC=1C(=NC(=C(N1)N)Cl)C(=O)OC